3-[1-methyl-6-[1-(4-piperidylmethyl)-4-piperidyl]-7-(trifluoromethyl)indazol-3-yl]piperidine-2,6-dione CN1N=C(C2=CC=C(C(=C12)C(F)(F)F)C1CCN(CC1)CC1CCNCC1)C1C(NC(CC1)=O)=O